2-(((2,6-dioxo-4-phenylcyclohexylidene)methyl)amino)acetimidamide O=C1C(C(CC(C1)C1=CC=CC=C1)=O)=CNCC(N)=N